C(=CC)C=1C(=C(C=CC1)S(=O)(=O)NC(=O)C=1C=C(C(=O)O)C=CN1)N 2-(((3-propenyl-aminophenyl)sulfonyl)carbamoyl)isonicotinic acid